OC1=C(C=C(C=C1)C1C(OC(OC1=O)(C)C)=O)OC 5-(4-hydroxy-3-methoxyphenyl)-2,2-dimethyl-1,3-dioxane-4,6-dione